7-fluoro-3-(5-fluoro-4-(piperazin-1-yl)pyrimidin-2-yl)-1-(2-fluorobenzyl)-1H-indazole FC=1C=CC=C2C(=NN(C12)CC1=C(C=CC=C1)F)C1=NC=C(C(=N1)N1CCNCC1)F